CC1=NC=C(C=C1C=1N(N=NC1)C)[N+](=O)[O-] 2-methyl-3-(3-methyltriazol-4-yl)-5-nitro-pyridine